C(C)(C)(C)OC(=O)N[C@@H](CC1=CNC2=CC=CC=C12)C(=O)O N-tertiary butoxycarbonyl-L-tryptophan